10-Bromo-1,8-bis(mesitylphenoxy)anthracene BrC1=C2C=CC=C(C2=CC2=C(C=CC=C12)OC1=C(C=CC=C1)C1=C(C=C(C=C1C)C)C)OC1=C(C=CC=C1)C1=C(C=C(C=C1C)C)C